N1C(=NC=C1)Br imidazolyl bromide